CC1=C(C=C(C=C1)NC(=O)N1[C@H]2CC[C@@H](C1)C2)C=2OC=C(N2)C (1S,4R)-N-(4-methyl-3-(4-methyloxazol-2-yl)phenyl)-2-azabicyclo[2.2.1]heptane-2-carboxamide